tert-Butyl (S)-8-(benzo[d]isoxazol-3-ylmethoxy)-5-chloro-1-((2-oxopyrrolidin-1-yl)methyl)-3,4-dihydroisoquinoline-2(1H)-carboxylate O1N=C(C2=C1C=CC=C2)COC=2C=CC(=C1CCN([C@@H](C21)CN2C(CCC2)=O)C(=O)OC(C)(C)C)Cl